C(C)OCC1=CC2=C(CN(CC2)CCC=2N=C(C3=CC(=CC=C3C2)C2=NOC(=N2)C)N)S1 [2-[2-(ethoxymethyl)-5,7-dihydro-4H-thieno[2,3-c]pyridin-6-yl]ethyl]-7-(5-methyl-1,2,4-oxadiazol-3-yl)isoquinolin-1-amine